FC1=CC(=C(NC)C=C1)[N+](=O)[O-] 4-Fluoro-N-methyl-2-nitroaniline